4-(6-(7,8-dimethyl-[1,2,4]triazolo[4,3-b]pyridazin-6-yl)-5,6,7,8-tetrahydro-1,6-naphthyridin-3-yl)-1-methylpiperazin-2-one CC1=C(C=2N(N=C1N1CC=3C=C(C=NC3CC1)N1CC(N(CC1)C)=O)C=NN2)C